C(C=C)(=O)OCC(C)(C)OC(C)C1=CCC(C1)(C)C 2-[1-(4,4-dimethyl-1-cyclopenten-1-yl) ethoxy]-2-methylpropyl acrylate